ethyl 1-(2,4-dichloro-phenyl)-5-(1,1-dimethyl-ethyl)-1H-pyrazole-3-carboxylate ClC1=C(C=CC(=C1)Cl)N1N=C(C=C1C(C)(C)C)C(=O)OCC